O=CCNC(OCC1C2=CC=CC=C2C=2C=CC=CC12)=O (9H-fluoren-9-yl)methyl (2-oxoethyl)carbamate